FC=1C=C2C(=NN=C(C2=CC1N1CCN(CC1)C)N[C@H](C)C=1C(=C(C#N)C=CC1)C)C (R)-3-(1-((6-fluoro-4-methyl-7-(4-methylpiperazin-1-yl)phthalazin-1-yl)amino)ethyl)-2-methylbenzonitrile